3-((4-(1-(3-((2,6-dioxopiperidin-3-yl)amino)benzyl)piperidin-4-yl)phenyl)amino)-5-(piperidin-1-yl)pyrazine-2-carboxamide O=C1NC(CCC1NC=1C=C(CN2CCC(CC2)C2=CC=C(C=C2)NC=2C(=NC=C(N2)N2CCCCC2)C(=O)N)C=CC1)=O